N-(5-(3-methoxy-2,6-dimethylphenyl)-2,3-dimethylpyrido[4,3-f]quinoxalin-9-yl)cyclopropanecarboxamide COC=1C(=C(C(=CC1)C)C1=CC2=C(C=3N=C(C(=NC13)C)C)C=C(N=C2)NC(=O)C2CC2)C